FC1(CCN(CC1)C=1C=C(C=C(C1)C)NC(C1=C(C=C(C=C1)I)N1C[C@@H]2CC[C@H](C1)C21CC1)=O)F N-(3-(4,4-difluoropiperidin-1-yl)-5-methylphenyl)-4-iodo-2-((1R,5S)-3-azaspiro[bicyclo[3.2.1]octane-8,1'-cyclopropane]-3-yl)benzamide